C(C)P(O)(=O)C(C)C ethyl-(iso-propyl)phosphinic acid